C(#N)C(C(=O)N1C[C@@H](CC[C@@H]1C)NC1=C2C(=NC=C1C(=O)OCC)NC=C2)(C)C ethyl 4-(((3R,6S)-1-(2-cyano-2-methylpropanoyl)-6-methylpiperidin-3-yl)amino)-1H-pyrrolo[2,3-b]pyridine-5-carboxylate